4-acetamido-N-(2-oxo-2,3-dihydro-1H-benzo[d]imidazol-5-yl)benzamide C(C)(=O)NC1=CC=C(C(=O)NC2=CC3=C(NC(N3)=O)C=C2)C=C1